CC1C(C=C)(C=CC(=C1)Cl)Cl 2-methyl-1,4-dichlorostyrene